CC1(C(=O)OC(C1)C)C1=CC=CC=C1 α-methyl-α-phenyl-γ-valerolactone